C[C@H]1N(CCOC1)C1=NC(=NC(=C1)C1(CC1)NS(=O)(=O)C)C1=C2C(=NC=C1)NC=C2 4-{4-[(3R)-3-methylmorpholin-4-yl]-6-[1-((R)-S-methylsulfonamido)cyclopropyl]pyrimidin-2-yl}-1H-pyrrolo[2,3-b]pyridine